C(C)(C)(C)OC(=O)N1C2=C(OCC1)C=NC(=N2)C=2C(=NC=NC2OC)C2CC2 2-(4-Cyclopropyl-6-methoxypyrimidin-5-yl)-6,7-dihydro-8H-pyrimido[5,4-b][1,4]oxazine-8-carboxylic acid tert-butyl ester